5-(7-{[(cyclobutylmethyl)amino]methyl}-1-fluoro-3-hydroxy-5,6,7,8-tetrahydronaphthalen-2-yl)-1λ6,2,5-thiadiazolidine-1,1,3-trione C1(CCC1)CNCC1CCC=2C=C(C(=C(C2C1)F)N1CC(NS1(=O)=O)=O)O